COC1=C(C=CC(=C1)OC)CNC1=CN=NC2=CC(=CC=C12)C=1C=C(C=CC1OCCOCCOCCOCCNC(=O)OC(C)(C)C)B(O)O [3-[4-[(2,4-dimethoxyphenyl)methylamino]cinnolin-7-yl]-4-[2-[2-[2-[2-[(2-methylpropan-2-yl)oxycarbonylamino]ethoxy]ethoxy]ethoxy]ethoxy]phenyl]boronic acid